OC(C(=O)[O-])C(O)(C(=O)[O-])CC(=O)[O-].[Ca+2].OC(C(=O)[O-])C(O)(C(=O)[O-])CC(=O)[O-].[Ca+2].[Ca+2] calcium (-)-hydroxycitrate